S=C[C@H](O)[C@@H](O)[C@@H](O)[C@H](O)CO thiogalactose